CC1=CC=2C=3N(C(=NC2C(=C1)[C@@H](C)NC1=C(C(=O)O)C=CC=C1)N1CCCCC1)N=C(N3)C=3N=CSC3 (R)-2-((1-(9-methyl-5-(piperidin-1-yl)-2-(thiazol-4-yl)-[1,2,4]triazolo[1,5-c]quinazolin-7-yl)ethyl)amino)benzoic acid